C(C=C)(=O)O.C(C=C)(=O)O.C(C)OC=1C(=C(C(=C(O)C1)OCC)OCC)C(C)(C)C1=CC=C(C=C1)O triethoxybisphenol A diacrylate